N1C(=CC2=CC=CC=C12)C1=CC=C2CC(NC2=C1)=O 2',3'-dihydro-1H,1'H-[2,6'-biindol]-2'-one